ClC1=C(C=CC=C1Cl)SC=1C=2N(C(=NC1)N1CCC3(CC1)[C@H](C1=CC=CC=C1C3)N)C=CN2 (R)-1'-(8-((2,3-dichloro-phenyl)thio)imidazo[1,2-c]pyrimidin-5-yl)-1,3-dihydrospiro[indene-2,4'-piperidin]-1-amine